ClCC(=O)NNC(=O)C=1N=NC(=CC1)N1C=COC=C1 N'-(2-chloroacetyl)-6-(1,4-oxazin-4-yl)-1,2-diazine-3-carbohydrazide